2-(2-((1r,4r)-4-hydroxycyclohexyl)-2H-pyrazolo[3,4-b]pyridin-6-yl)-3-methyl-5-(trifluoromethyl)phenol OC1CCC(CC1)N1N=C2N=C(C=CC2=C1)C1=C(C=C(C=C1C)C(F)(F)F)O